lithium thiazolidine-2,4-dicarboxylic acid S1C(NC(C1)C(=O)O)C(=O)O.[Li]